C(#N)C=1C=C(C(=O)O)C=C(C1)SC 3-cyano-5-(methylsulfanyl)benzoic acid